BrC(C(=O)N)C bromopropanamide